tert-octyl-imino-tris-(dimethylamino)phosphorane C(C)(C)(CC(C)(C)C)N=P(N(C)C)(N(C)C)N(C)C